C(C1=CC=CC=C1)NC(=O)N1N(CC(N2[C@@H]1CN(C([C@@H]2CC2=CC=C(C=C2)O)=O)CC2=C1C=CC=NC1=CC=C2)=O)CC2=CC(=NO2)C2=NC=CN=C2 (6S,9aS)-N-benzyl-6-(4-hydroxybenzyl)-4,7-dioxo-2-((3-(pyrazin-2-yl)isoxazol-5-yl)methyl)-8-(quinolin-5-ylmethyl)octahydro-1H-pyrazino[2,1-c][1,2,4]triazine-1-carboxamide